FC=1C(=NC(=NC1)NC1CC(C1)NS(=O)(=O)C)C=1C=C(C2=C(N(C(=N2)C)C(C)C)C1)F N-(3-((5-fluoro-4-(4-fluoro-1-isopropyl-2-methyl-1H-benzo[d]imidazol-6-yl)pyrimidin-2-yl)amino)cyclobutyl)methanesulfonamide